OC(CC(=O)[O-])CCCCCCC 3-hydroxydecaNoate